4-(6-chloro-8-fluoro-2-(2-(1-methylpiperidin-2-yl)ethoxy)-4-(piperazin-1-yl)quinazolin-7-yl)benzo[d]thiazol-2-amine ClC=1C=C2C(=NC(=NC2=C(C1C1=CC=CC2=C1N=C(S2)N)F)OCCC2N(CCCC2)C)N2CCNCC2